CC(=C)CCCC(C=C)=C 2-methyl-6-methylene-1,7-octadiene